3-(1-isopropyl-1H-benzo[d][1,2,3]triazol-5-yl)-5-(5-methoxypyrazin-2-yl)-1,2,4-oxadiazole C(C)(C)N1N=NC2=C1C=CC(=C2)C2=NOC(=N2)C2=NC=C(N=C2)OC